NC1=C2C(=NC=N1)N(N=C2C2=NOC(=C2C2=NC=C(C=N2)C2CCN(CC2)C(=O)N(C)CCC2CCC1(OCCO1)CC2)C2CC2)C(C)(C)C 4-[2-[3-(4-amino-1-tert-butyl-pyrazolo[3,4-d]pyrimidin-3-yl)-5-cyclopropyl-isoxazol-4-yl]pyrimidin-5-yl]-N-[2-(1,4-dioxaspiro[4.5]decan-8-yl)ethyl]-N-methyl-piperidine-1-carboxamide